C=CCCO 1-butene-4-ol